5-hydroxy-6-((S)-5H-imidazo[5,1-a]isoindol-5-yl)-N,N-dimethyl-5,6,7,8-tetrahydronaphthalene-2-carboxamide OC1C=2C=CC(=CC2CCC1[C@@H]1N2C(C3=CC=CC=C13)=CN=C2)C(=O)N(C)C